COC1=C2CCC(CC2=CC=C1)N(CC1CCN(CC1)S(=O)(=O)C=1SC=CC1)CCC 5-methoxy-N-propyl-N-((1-(thiophen-2-ylsulfonyl)piperidin-4-yl)methyl)-1,2,3,4-tetrahydronaphthalen-2-amine